C1(CCC1)COC1=C(C=C(C=C1)S(=O)(=O)C)C=1C=CC(N(C1)C)=O 5-[2-(cyclobutylmethoxy)-5-methylsulfonylphenyl]-1-methylpyridin-2-one